CC1(C(NCCC1)=O)C 3,3-Dimethylpiperidin-2-one